O1CCC(CC1)ON=C1CCC12C1C34CCN(C(C3(CC2)O)CC2=CC=C(C(=C24)O1)O)CC1CC1 3'-(cyclopropylmethyl)-4a',9'-dihydroxy-2',3',4',4a',5',6'-hexahydro-1'H,7a'H-spiro[cyclobutane-1,7'-[4,12]methanobenzofuro[3,2-e]isoquinoline]-2-one O-tetrahydro-2H-pyran-4-yloxime